C1(CC1)OC1=CC=2N(C=C1)C(=CN2)C2=CC=CC(=N2)N[C@H]2CNCC[C@@H]2F 6-(7-cyclopropoxyimidazo[1,2-a]pyridin-3-yl)-N-((3S,4S)-4-fluoropiperidin-3-yl)pyridin-2-amine